(3,5-dibromophenyl)triphenylsilane BrC=1C=C(C=C(C1)Br)[Si](C1=CC=CC=C1)(C1=CC=CC=C1)C1=CC=CC=C1